N-(2-(2-(2-azidoethoxy)ethoxy)ethyl)-3-(8-chloro-2,6-dimethyl-1,2,3,4-tetrahydroisoquinolin-4-yl)benzenesulfonamide N(=[N+]=[N-])CCOCCOCCNS(=O)(=O)C1=CC(=CC=C1)C1CN(CC2=C(C=C(C=C12)C)Cl)C